3-(1-(2-(tert-butoxy)-2-oxoethyl)-1H-pyrrolo[2,3-b]pyridin-3-yl)propionic acid C(C)(C)(C)OC(CN1C=C(C=2C1=NC=CC2)CCC(=O)O)=O